3-((2-(2-(methoxymethyl)-7-methylquinoxalin-5-yl)-4,5-dimethylbenzo[d]Thiazol-6-yl)oxy)butan-2-ol COCC1=NC2=CC(=CC(=C2N=C1)C=1SC2=C(N1)C(=C(C(=C2)OC(C(C)O)C)C)C)C